5-(TERT-BUTYLCARBAMOYL)-4-METHYLTHIOPHEN-2-YLBORONIC ACID C(C)(C)(C)NC(=O)C1=C(C=C(S1)B(O)O)C